4-(1-Methyl-5-((4-(4,4,5,5-tetramethyl-1,3,2-dioxaborolan-2-yl)phenyl)amino)-1H-1,2,4-triazol-3-yl)-N-(2,2,2-trifluoroethyl)benzamide CN1N=C(N=C1NC1=CC=C(C=C1)B1OC(C(O1)(C)C)(C)C)C1=CC=C(C(=O)NCC(F)(F)F)C=C1